FC(OC1=CC(=NN1)NC=1N=C(C(=NC1)C#N)N[C@H](C)C=1N=NC=CC1)F (R)-5-((5-(difluoromethoxy)-1H-pyrazol-3-yl)amino)-3-((1-(pyridazin-3-yl)ethyl)amino)pyrazine-2-carbonitrile